F[C@]1(OC[C@]2(CCCN3CCOC4CCCCC4C4CCC(OC[C@H]23)CC4)NC1)C(F)(F)F |o1:4,24| rel-(1's,3R,16'S,19's)-6(S)-fluoro-6-(trifluoromethyl)-8',18'-dioxa-11'-azaspiro[morpholine-3,15'-tetracyclo[17.2.2.02,7.011,16]tricosane]